1-(((S)-oxetan-2-yl)methyl)-1H-Thieno[2,3-d]imidazole-5-carboxylic acid O1[C@@H](CC1)CN1C=NC2=C1C=C(S2)C(=O)O